7-keto-8-aminopelargoic acid O=C(CCCCCC(=O)O)C(C)N